FC(C(=O)O)(F)F.FC(C(=O)O)(F)F.NC=1NC(=NN1)C1=C(C=CC(=N1)C=1C(=NC=CC1)OCC)N1[C@@H](CN(CC1)C(=O)C1=C(C=C(C=C1)F)Cl)CC (R)-(4-(6-(5-amino-4H-1,2,4-triazol-3-yl)-2'-ethoxy-[2,3'-bipyridin]-5-yl)-3-ethylpiperazin-1-yl)(2-chloro-4-fluorophenyl)methanone bis(2,2,2-trifluoroacetate)